N(C(=O)N)CCC[Si](OCC)(OCC)OCC 3-ureidopropyl-triethoxysilane